C(C)(C)(C)C1=CC=C(C=C1)C1=NC2=C3N=C4C(=CC3=CC=C2C=C1C1=CC=C(C=C1)C(C)(C)C)N=CC=N4 2,3-bis(4-tert-butylphenyl)pyrazino[1,10]phenanthroline